4-(4-(4-methoxyphenyl)-6-(quinolin-3-yl)pyrimidin-2-yl)piperazine-1-carboxylic acid tert-butyl ester C(C)(C)(C)OC(=O)N1CCN(CC1)C1=NC(=CC(=N1)C1=CC=C(C=C1)OC)C=1C=NC2=CC=CC=C2C1